4,5-dimethyl-N-[(5-phenyl-1,3,4-thiadiazol-2-yl)methyl]furan-2-carboxamide CC=1C=C(OC1C)C(=O)NCC=1SC(=NN1)C1=CC=CC=C1